[S-]SSSS[S-].[Li+].[Li+] lithium hexasulfide